sodium manganese magnesium copper [Cu].[Mg].[Mn].[Na]